4-(1-(3,3-difluorocyclobutyl)-3-(4-fluoro-2,6-dimethylphenoxy)-2-oxo-1,2-dihydropyridin-4-yl)-6-methyl-1,6-dihydro-7H-pyrrolo[2,3-c]pyridin-7-one FC1(CC(C1)N1C(C(=C(C=C1)C=1C2=C(C(N(C1)C)=O)NC=C2)OC2=C(C=C(C=C2C)F)C)=O)F